5-(2-ethoxypyridin-3-yl)-1-isopropyl-3-methyl-7-(((1-methyl-1H-pyrazol-4-yl)methyl)thio)-1H-pyrazolo[4,3-b]Pyridine C(C)OC1=NC=CC=C1C1=CC(=C2C(=N1)C(=NN2C(C)C)C)SCC=2C=NN(C2)C